5-(2-fluoro-3-(4,4,5,5-tetramethyl-1,3,2-dioxaborolan-2-yl)phenyl)-1-methyl-1H-1,2,4-triazole FC1=C(C=CC=C1B1OC(C(O1)(C)C)(C)C)C1=NC=NN1C